2-(3,6-Dihydro-2H-pyran-4-yl)-4-methyl-N-((R)-3,3,3-trifluoro-2-(((S)-11-oxo-2,3,10,11-tetrahydro-1H,5H-benzo[d]pyrazolo[1,2-a][1,2]diazepin-10-yl)carbamoyl)propyl)thiazol-5-carboxamid O1CCC(=CC1)C=1SC(=C(N1)C)C(=O)NC[C@@H](C(F)(F)F)C(N[C@H]1C2=C(CN3N(C1=O)CCC3)C=CC=C2)=O